2-amino-3-methyl-N-((1-methyl-1H-1,2,4-triazol-3-yl)methyl)-N-((5-(trifluoromethyl)-2-pyridinyl)methyl)-6-quinolinecarboxamide NC1=NC2=CC=C(C=C2C=C1C)C(=O)N(CC1=NC=C(C=C1)C(F)(F)F)CC1=NN(C=N1)C